ClC=1C(=NC(=NC1)NC=1C(=NN(C1)C(C#N)(C)C)C)OCC1CC(OC(C1)C)C 2-(4-((5-chloro-4-((2,6-dimethyl-tetrahydro-2H-pyran-4-yl)methoxy)pyrimidin-2-yl)amino)-3-methyl-1H-pyrazol-1-yl)-2-methylpropane-nitrile